O=C1NC2=C(C=CC=C2C1=O)C(=O)O 2,3-dioxoindoline-7-carboxylic acid